C(CCCCCCCCC(C(=O)O)C(=O)O)(C(=O)O)C(=O)O 1,1,10,10-decanetetracarboxylic acid